(2R,3S,E)-5-(4-cyanophenyl)-2,3-dihydroxypent-4-enoic acid ethyl ester C(C)OC([C@@H]([C@H](\C=C\C1=CC=C(C=C1)C#N)O)O)=O